1-(1-(4-methoxybenzyl)-1H-tetrazol-5-yl)propan-2-one COC1=CC=C(CN2N=NN=C2CC(C)=O)C=C1